Kalium cetylphosphat C(CCCCCCCCCCCCCCC)OP(=O)([O-])[O-].[K+].[K+]